C1(CC1)CN(C1=C(C(N(C=2C=CC(=NC12)C#N)C)=O)C#N)C1=CC=C(C=C1)C1CC1 8-((cyclopropylmethyl)(4-cyclopropylphenyl)amino)-5-methyl-6-oxo-5,6-dihydro-1,5-naphthyridine-2,7-dicarbonitrile